1-[2-(Difluoromethoxy)-4-(trifluoromethyl)phenyl]-3H-pyrido[3,4-d]pyridazine-4-thione FC(OC1=C(C=CC(=C1)C(F)(F)F)C=1C2=C(C(NN1)=S)C=NC=C2)F